C(C)N(C1=CC2=[N+](C(=C([N+](=C2C=C1F)[O-])C#N)C1=CC=NC=C1)[O-])CC 6-(Diethylamino)-7-fluoro-3-(pyridin-4-yl)quinoxaline-2-carbonitrile 1,4-dioxide